C1(CCCC1)C#CC1=C(C=C(C=C1)S(=O)(=O)NC1=C(C=C(C(=O)O)C=C1)OC)F 4-((4-(cyclopentylethynyl)-3-fluorophenyl)sulfonamido)-3-methoxybenzoic acid